C(C)(C)(C)OC(=O)NC=1SC2=C(N1)C(=CC=C2F)C2=C(C=C1C(=NC(=NC1=C2F)F)N2CC1CCC(C2)N1C(=O)OCCCC)Cl butyl 3-[7-[2-(tert-butoxycarbonylamino)-7-fluoro-1,3-benzothiazol-4-yl]-6-chloro-2,8-difluoro-quinazolin-4-yl]-3,8-diazabicyclo[3.2.1]octane-8-carboxylate